Ethyl-1,8-naphthyridine-3-carboxylate C(C)OC(=O)C=1C=NC2=NC=CC=C2C1